C(#N)C1=C(C=C(C=C1)C(N(C)C)=O)[C@@H]([C@@H](C)C=1N(C(C(=C(N1)C(=O)NC=1C=NOC1)O)=O)C)C1=CC=CC=C1 2-((1s,2r)-1-(2-cyano-5-(dimethylcarbamoyl)phenyl)-1-phenylpropan-2-yl)-5-hydroxy-N-(isoxazol-4-yl)-1-methyl-6-oxo-1,6-dihydropyrimidine-4-carboxamide